O(C1=CC=CC=C1)C1=CC=C(C=N1)C(C)NC(=O)C1=NNC=C1 N-(1-(6-phenoxypyridin-3-yl)ethyl)pyrazoleamide